1-(3-aminopropanoyl)-4-(4-(3,4-dichlorophenyl)-5-isobutylthiazol-2-yl)piperazine-2-carboxylic acid NCCC(=O)N1C(CN(CC1)C=1SC(=C(N1)C1=CC(=C(C=C1)Cl)Cl)CC(C)C)C(=O)O